(4-carboxyphenyl)porphyrin C(=O)(O)C1=CC=C(C=C1)C1=C2NC(=C1)C=C1C=CC(=N1)C=C1C=CC(N1)=CC=1C=CC(N1)=C2